benzylthiomethyl ether C(C1=CC=CC=C1)SCOCSCC1=CC=CC=C1